(3-cyclopropylmethoxy-4-methoxyphenyl)cyclopropylamine C1(CC1)COC=1C=C(C=CC1OC)NC1CC1